(E)-1-(3-(8-methoxy-2,3-dihydrobenzo[b][1,4]dioxin-6-yl)acryloyl)-5,5-dimethyl-5,6-dihydropyridin-2(1H)-one COC1=CC(=CC2=C1OCCO2)/C=C/C(=O)N2C(C=CC(C2)(C)C)=O